4-(aminomethyl)-6-(1-methyl-5-(3-oxo-1,3-dihydro-2H-pyrrolo[3,4-c]pyridin-2-yl)-1H-pyrazol-4-yl)phthalazin-1(2H)-one NCC1=NNC(C2=CC=C(C=C12)C=1C=NN(C1N1C(C=2C=NC=CC2C1)=O)C)=O